C(C)(=O)C1=CC(=C2C(N(C=NN21)CC(=O)N2CC(C2)(C)F)=O)C2=CC(=C(C=C2)F)Cl 7-acetyl-5-(3-chloro-4-fluoro-phenyl)-3-[2-(3-fluoro-3-methyl-azetidin-1-yl)-2-oxo-ethyl]pyrrolo[2,1-f][1,2,4]triazin-4-one